diglycidyl citraconate C(\C(\C)=C/C(=O)OCC1CO1)(=O)OCC1CO1